5-bromo-4-iodo-N-({6-methylimidazo[1,2-a]pyridin-2-yl}methyl)pyridine-3-carboxamide BrC=1C(=C(C=NC1)C(=O)NCC=1N=C2N(C=C(C=C2)C)C1)I